COC1=C(C=CC=C1)C1=NNC2=NC=CC(=C21)C=2C=C(C=CC2)C(C)=O 1-[3-[3-(2-methoxyphenyl)-1H-pyrazolo[3,4-b]pyridin-4-yl]phenyl]ethanone